1-methylamino-4-ortho-tolylaminoanthraquinone CNC1=CC=C(C=2C(C3=CC=CC=C3C(C12)=O)=O)NC1=C(C=CC=C1)C